ClC1=NC(=NC(=N1)C1=NC(=CC=C1)C(C)(F)F)NC1=CC(=NC=C1)C(F)(F)F 4-chloro-6-(6-(1,1-difluoroethyl)pyridin-2-yl)-N-(2-(trifluoromethyl)pyridin-4-yl)-1,3,5-triazin-2-amine